3-Bromo-6-fluoro-2-(2-((4-methoxybenzyl)oxy)ethyl)-5-nitrobenzoic acid BrC=1C(=C(C(=O)O)C(=C(C1)[N+](=O)[O-])F)CCOCC1=CC=C(C=C1)OC